(2-bromoethyl)cyclobutene manganese [Mn].BrCCC1=CCC1